ethyl (3S)-3-amino-3-[4-fluoro-2'-hydroxy-3',6'-dimethyl-5-(trifluoromethyl)-[1,1'-biphenyl]-3-yl]propanoate hydrochloride Cl.N[C@@H](CC(=O)OCC)C=1C=C(C=C(C1F)C(F)(F)F)C1=C(C(=CC=C1C)C)O